C(C)N1C(=NN(C1=O)C1=C(C=C2C(C(=CN(C2=C1)C(C)C)C1=CC(=CC=C1)F)=O)F)CO 7-(4-ethyl-3-(hydroxymethyl)-5-oxo-4,5-dihydro-1H-1,2,4-triazol-1-yl)-6-fluoro-3-(3-fluorophenyl)-1-isopropylquinolin-4(1H)-one